3-(N-(5-cyano-2-(5-methylthiophen-2-yl)phenyl)sulfamoyl)-4-methoxybenzoic acid C(#N)C=1C=CC(=C(C1)NS(=O)(=O)C=1C=C(C(=O)O)C=CC1OC)C=1SC(=CC1)C